C(=C)C1=CC=C(C=C1)NC(OC(C)(C)C)=O t-butyl 4-vinylphenylcarbamate